(E)-N-benzyl-3-(2-(pyridin-2-yl)vinyl)-1H-indazol-5-amine C(C1=CC=CC=C1)NC=1C=C2C(=NNC2=CC1)\C=C\C1=NC=CC=C1